BrC1=C(OCCNC(OC(C)(C)C)=O)C=CC=C1 tert-Butyl N-[2-(2-bromophenoxy)ethyl]carbamate